ClC=1C=C(C(=O)NC2=NN(C=C2C(=O)NCC2=C(C=CC=C2)C(F)(F)F)C2=CC=CC=C2)C=C(C1O)Cl 3-(3,5-dichloro-4-hydroxybenzamido)-1-phenyl-N-(2-(trifluoromethyl)benzyl)-1H-pyrazole-4-carboxamide